N=1NN=NC1CC=1N=NN(N1)CC1=CC=C(C=C1)C1=CC=C(C=C1)C(=O)OC methyl 4'-({5-[(2H-1,2,3,4-tetrazol-5-yl) methyl]-2H-1,2,3,4-tetrazol-2-yl} methyl)-[1,1'-biphenyl]-4-carboxylate